Methyl (S)-3-(4-chlorophenyl)-2,3,4,5-tetrahydrobenzo[f][1,4]oxazepine-8-carboxylate hydrochloride Cl.ClC1=CC=C(C=C1)[C@H]1COC2=C(CN1)C=CC(=C2)C(=O)OC